C(CC=C)OC1=CC(=C(C(=C1)C(C)(C)C)O)C(C)(C)C 4-(but-3-en-1-yloxy)-2,6-di-tert-butylphenol